3-(1,1-Difluoroethyl)-1-((1-methoxycyclopropyl)methyl)-4-methyl-N-(2-sulfamoylpyridin-4-yl)-1H-pyrazole-5-carboxamide FC(C)(F)C1=NN(C(=C1C)C(=O)NC1=CC(=NC=C1)S(N)(=O)=O)CC1(CC1)OC